NCC1=C(C=NC=C1)OCC(C)(N(C)C)C 1-{[4-(aminomethyl)pyridin-3-yl]oxy}-N,N,2-trimethylpropan-2-amine